(3-chloropyrazol-1-yl)-5-fluoro-1-oxo-pyridin-1-ium ClC1=NN(C=C1)C1[N+](C=C(C=C1)F)=O